methyl-arsine [4-(hydroxymethyl)cyclohexyl]methyl-methacrylate OCC1CCC(CC1)COC(C(=C)C)=O.C[AsH2]